[N+](=O)([O-])C=1C=C(C=CC1)C=1N=C(NC1C1=CC=CC=C1)N(C(=O)OC(C)(C)C)C(=O)OC(C)(C)C 4-(3-nitrophenyl)-5-phenyl-2-(N,N-bis-tert-butoxycarbonylamino)-1H-imidazole